C[Si](OC(C(F)(F)F)=O)(OC(C(F)(F)F)=O)C dimethylbis(trifluoroacetoxy)silane